C(C=C)(=O)N1CC(C1)(F)CN1C2=C(N(C(C1=O)=O)C=1C(=NC=CC1C)C(C)C)N=C(C(=C2)Cl)C2=C(C=CC=C2CO)Cl 1-((1-acryloyl-3-fluoroazetidin-3-yl)methyl)-7-chloro-6-(2-chloro-6-(hydroxymethyl)phenyl)-4-(2-isopropyl-4-methylpyridin-3-yl)-1,4-dihydropyrido[2,3-b]pyrazine-2,3-dione